8-hydroxy-7-iodo-4-methoxynaphthalene-1-carbaldehyde OC=1C(=CC=C2C(=CC=C(C12)C=O)OC)I